5,10,15,20-tetrakis(pentafluorophenyl)-21H,23H-porphyrin iron (III) chloride [Fe](Cl)(Cl)Cl.FC1=C(C(=C(C(=C1C=1C2=CC=C(N2)C(=C2C=CC(C(=C3C=CC(=C(C=4C=CC1N4)C4=C(C(=C(C(=C4F)F)F)F)F)N3)C3=C(C(=C(C(=C3F)F)F)F)F)=N2)C2=C(C(=C(C(=C2F)F)F)F)F)F)F)F)F